C1(=CC=CC=C1)P1=NP(=NP(=N1)C1=CC=CC=C1)C1=CC=CC=C1 triphenylcyclotriphosphazene